ethyl isostearate (Ethyl isostearate) C(C)C(C(=O)O)CCCCCCCCCCCCCC(C)C.C(CCCCCCCCCCCCCCC(C)C)(=O)OCC